Naphtho[2,3-d]oxazol-2-amine O1C(=NC2=C1C=C1C=CC=CC1=C2)N